C1(CC1)C(CCCCC)O 1-cyclopropylhexan-1-ol